CC1C2(CC3CC(CC1C3)C2)O methyl-adamantanol